COC=1C=C2C(=NC=NC2=CC1OC)NC1=CC=C(OCC(=O)C=2NC=CC2)C=C1 2-(4-((6,7-dimethoxyquinazolin-4-yl)amino)phenoxy)-1-pyrrolyl-ethanone